(S)-5-(6-(4-(2-(3-chlorophenyl)-2-(di-methylamino)acetyl)piperazin-1-yl)pyridin-3-yl)-7-(1-methyl-1H-pyrazol-4-yl)imidazo[1,2-a]pyridine-3-carbonitrile ClC=1C=C(C=CC1)[C@@H](C(=O)N1CCN(CC1)C1=CC=C(C=N1)C1=CC(=CC=2N1C(=CN2)C#N)C=2C=NN(C2)C)N(C)C